8-methoxy-3-(4-methoxy-2-methylphenyl)sulfonyl-4H-triazolo[1,5-a]quinazolin-5-one COC1=CC=C2C(NC=3N(C2=C1)N=NC3S(=O)(=O)C3=C(C=C(C=C3)OC)C)=O